Tert-butyl 7-(1-(6-(2-cyanopropan-2-yl)-3-fluoropyridin-2-yl)-2-isopropyl-3-oxo-2,3-dihydro-1H-pyrazolo[3,4-d]pyrimidin-6-ylamino)-3,4-dihydroisoquinoline-2(1H)-carboxylate C(#N)C(C)(C)C1=CC=C(C(=N1)N1N(C(C=2C1=NC(=NC2)NC2=CC=C1CCN(CC1=C2)C(=O)OC(C)(C)C)=O)C(C)C)F